methyl (S)-3-(4-bromophenyl)-2-((t-butoxycarbonyl)amino)propanoate BrC1=CC=C(C=C1)C[C@@H](C(=O)OC)NC(=O)OC(C)(C)C